di(3-bromo-2-thienyl)phenyl-phosphine BrC1=C(SC=C1)P(C1=CC=CC=C1)C=1SC=CC1Br